tert-butyl (2S)-2-(cyanomethyl)-4-((2S)-2'-(methylsulfinyl)-3,4,5',8'-tetrahydro-1H,6'H-spiro[naphthalene-2,7'-quinazolin]-4'-yl)piperazine-1-carboxylate C(#N)C[C@@H]1N(CCN(C1)C1=NC(=NC=2C[C@@]3(CCC12)CC1=CC=CC=C1CC3)S(=O)C)C(=O)OC(C)(C)C